C(C)(C)(C)OC(=O)NCC1=NC=C2C=CC(=NC2=C1)N1CCN(CC1)C(=O)OCC1=CC=CC=C1 benzyl 4-(7-(((tert-butoxy carbonyl)amino)methyl)-1,6-naphthyridin-2-yl)piperazine-1-carboxylate